S1C(=CC=C1)CN(C(=O)OCC=1C=CC=NC1)CC=1SC=CC1 5-({bis[(2-thienyl)methyl]aminocarbonyloxy}methyl)pyridine